O1C(COC2=NC=CC=C21)COC2=NC(N1C(C3=CC=C(C=C3CC1)OCC#N)=C2)=O [2-(2,3-Dihydro-[1,4]dioxino[2,3-b]pyridin-2-ylmethoxy)-4-oxo-6,7-dihydro-4H-pyrimido[6,1-a]isoquinolin-9-yloxy]-acetonitrile